propane-2,2-diylbis(4,1-phenylene) bis(3-hydroxybenzoate) OC=1C=C(C(=O)OC2=CC=C(C=C2)C(C)(C)C2=CC=C(C=C2)OC(C2=CC(=CC=C2)O)=O)C=CC1